5-(3-(piperidin-4-yl)-1H-pyrazol-5-yl)pyrimidine N1CCC(CC1)C1=NNC(=C1)C=1C=NC=NC1